NC=1C2=C(N=CN1)N(C(=C2C2=CC=C(C=C2)OC2=NC(=CC=C2)C)C2=CC=C(C=C2)NC#N)C N-(4-(4-amino-7-methyl-5-(4-((6-methylpyridin-2-yl)oxy)phenyl)-7H-pyrrolo[2,3-d]pyrimidin-6-yl)phenyl)cyanamide